FC1=C(CNC(=O)[C@@H]2C[C@H](C2)OCC2=CC=C(C=C2)C(F)(F)F)C=CC(=C1C=1NC(C(=C(N1)C)F)=O)C(F)(F)F trans-N-[2-fluoro-3-(5-fluoro-4-methyl-6-oxo-1,6-dihydropyrimidin-2-yl)-4-(trifluoromethyl)benzyl]-3-{[4-(trifluoromethyl)benzyl]oxy}cyclobutane-1-carboxamide